2-(((tert-butyldimethylsilyl)oxy)methyl)-4-chloro-5,5-dimethyl-7-(4-morpholinophenyl)-5,7-dihydro-6H-pyrrolo[2,3-d]pyrimidin-6-one [Si](C)(C)(C(C)(C)C)OCC=1N=C(C2=C(N1)N(C(C2(C)C)=O)C2=CC=C(C=C2)N2CCOCC2)Cl